N-hydroxy-4-isopentyl-3-oxo-3,4-dihydro-2H-benzo[b][1,4]oxazine-6-carboxamide ONC(=O)C1=CC2=C(OCC(N2CCC(C)C)=O)C=C1